butyl-4-hydroxy-phenylpropionate C(CCC)C(C(=O)[O-])(C)C1=CC=C(C=C1)O